[O-]CCC.[Hf+4].[O-]CCC.[O-]CCC.[O-]CCC hafnium (IV) n-propoxide